2-(4-(2-(4-chloro-2-fluorophenyl)-2-ethylbenzo[d][1,3]dioxol-4-yl)benzyl)-1-(((S)-oxetan-2-yl)methyl)-1H-benzo[d]imidazole-6-carboxylic acid ClC1=CC(=C(C=C1)C1(OC2=C(O1)C=CC=C2C2=CC=C(CC1=NC3=C(N1C[C@H]1OCC1)C=C(C=C3)C(=O)O)C=C2)CC)F